C(CCCCCCC\C=C/C\C=C/CCCCC)(=O)O Cis-Linoleic Acid